2-(2-chlorophenyl)-N-(3-(2-methoxyethoxy)-5-sulfamoylisoquinolin-7-yl)acetamide ClC1=C(C=CC=C1)CC(=O)NC1=CC(=C2C=C(N=CC2=C1)OCCOC)S(N)(=O)=O